(R)-(1-(3-methoxy-4-methylamino-5-nitrobenzoyl)pyrrolidin-3-yl)carbamic acid tert-butyl ester C(C)(C)(C)OC(N[C@H]1CN(CC1)C(C1=CC(=C(C(=C1)[N+](=O)[O-])NC)OC)=O)=O